Cl.O1CCN(CC1)S(=O)(=O)CCN 2-(morpholinosulfonyl)ethane-1-amine hydrochloride